1,3-Dichloro-2-nitrobenzene ClC1=C(C(=CC=C1)Cl)[N+](=O)[O-]